5-METHOXY-3-METHYL-1H-INDOLE-2-CARBALDEHYDE COC=1C=C2C(=C(NC2=CC1)C=O)C